C(C1=CC=CC=C1)OC(=O)N[C@@H](CCC(=O)O)C(=O)O N-(benzyloxycarbonyl)-L-glutamic acid